C(C)C(C(=O)O)(C(O)(C(=O)O)CC(=O)O)O ethyl-hydroxycitric acid